8-((7-methoxyindolin-1-yl)methyl)-N,N-dimethyl-2-morpholino-4-oxo-4H-chromene-6-carboxamide COC=1C=CC=C2CCN(C12)CC=1C=C(C=C2C(C=C(OC12)N1CCOCC1)=O)C(=O)N(C)C